tert-butyl 4-amino-3,3-dimethylbutyrate NCC(CC(=O)OC(C)(C)C)(C)C